C(C)C(=CO)CCCC 2-ethyl-hexen-1-ol